NC1=NC(=CC(=N1)NC=1C(=NN(C1)C1=C(C=CC=C1F)F)C(=O)N)C 4-((2-amino-6-methylpyrimidin-4-yl)amino)-1-(2,6-difluorophenyl)-1H-pyrazole-3-carboxamide